[Y+3].B([O-])([O-])[O-] Boric acid yttrium salt